C(C(=C)C)(=O)OCCCC1C(CCC1)=NO methacryloxypropylcyclopentanone oxime